(Z)-N,N'-bis(cyanomethyl)-N'-(pyrimidin-2-yl)-4-(1,4,4,4-tetrafluoro-3-(3,4,5-trichlorophenyl)but-1-en-1-yl)-2-(trifluoromethyl)benzoyl-hydrazine C(#N)CN(N(C1=NC=CC=N1)CC#N)C(C1=C(C=C(C=C1)/C(=C/C(C(F)(F)F)C1=CC(=C(C(=C1)Cl)Cl)Cl)/F)C(F)(F)F)=O